C[Ti](C)(C)C Tetramethyl-titanium